3-methacryloyloxy-propyltrimethoxysilane C(C(=C)C)(=O)OCCC[Si](OC)(OC)OC